C(OC)(OCC=1C=NC(=CC1)NCC=1C=NC(=CC1)C(F)(F)F)=O Methyl ((6-(((6-(trifluoromethyl)pyridin-3-yl)methyl)amino)pyridin-3-yl)methyl) carbonate